O[C@@H](CN1C[C@H]([C@@H](C1)C)COC1=CC=C(C=C1)S(=O)(=O)C)C=1C=C(C#N)C=CC1 3-[(1R)-1-hydroxy-2-[(3s,4s)-3-[(4-methylsulfonylphenoxy)methyl]-4-methylpyrrolidin-1-yl]ethyl]benzonitrile